ClC=1C=2N(C=C(C1)CNCCO)N=C(N2)C=2C(=C(C=CC2)C2=CC=CC=C2)C 2-({[8-chloro-2-(2-methylbiphenyl-3-yl)[1,2,4]triazolo[1,5-a]pyridin-6-yl]methyl}amino)ethanol